5-dodecylbenzenesulfonic acid sodium salt [Na+].C(CCCCCCCCCCC)C=1C=CC=C(C1)S(=O)(=O)[O-]